ClC1=C(C=CC=C1OCCN(CC)CC)C1=NOC(=C1C1=NC=CC=N1)C=1C=NN(C1C(F)(F)F)CCC(C)(O)C 4-[4-(3-{2-chloro-3-[2-(diethylamino)ethoxy]phenyl}-4-(pyrimidin-2-yl)-1,2-oxazol-5-yl)-5-(trifluoromethyl)-1H-pyrazol-1-yl]-2-methylbutan-2-ol